(2,4,6-trifluorobenzyl)-1,4-dihydropyridine-2,5-dicarboxamide FC1=C(CN2C(=CCC(=C2)C(=O)N)C(=O)N)C(=CC(=C1)F)F